tert-butyl ((5-carbamimidoyl-1,3,4-oxadiazol-2-yl)methyl)carbamate C(N)(=N)C1=NN=C(O1)CNC(OC(C)(C)C)=O